N-(3-(2-chlorophenyl)propyl)-6-methyl-2-(trifluoromethyl)thieno[2,3-d]pyrimidin-4-amine ClC1=C(C=CC=C1)CCCNC=1C2=C(N=C(N1)C(F)(F)F)SC(=C2)C